2-(AZIRIDINE-1-CARBONYL)PHENYLBORONIC ACID N1(CC1)C(=O)C1=C(C=CC=C1)B(O)O